C(CCCCCCC\C=C/CCCCCC)(=O)SCCNC(CCNC([C@@H](C(COP(OP(OC[C@@H]1[C@H]([C@H]([C@@H](O1)N1C=NC=2C(N)=NC=NC12)O)OP(=O)(O)O)(=O)O)(=O)O)(C)C)O)=O)=O Palmitoleyl-CoA